2-Allyl-Proline C(C=C)[C@@]1(NCCC1)C(=O)O